N-(1-phenylethyl)-N'-phenyl-p-phenylendiamin C1(=CC=CC=C1)C(C)NC1=CC=C(C=C1)NC1=CC=CC=C1